BrC=1C=C2C(C(NC2=CC1OC)=O)(C)C 5-bromo-6-methoxy-3,3-dimethylindolin-2-one